C(C(C(C(C(C(C(C(C(C(C(C(C(C(C(C(C(C(C([2H])([2H])[2H])([2H])[2H])([2H])[2H])([2H])[2H])([2H])[2H])([2H])[2H])([2H])[2H])([2H])[2H])([2H])[2H])([2H])[2H])([2H])[2H])([2H])[2H])([2H])[2H])([2H])[2H])([2H])[2H])([2H])[2H])([2H])[2H])([2H])[2H])(=O)O nonadecanoic acid-d37